(2R,3R,4R,5S)-1-[2-(4-{2-[(4-azido-2-nitrophenyl)amino]ethyl}piperazin-1-yl)ethyl]-2-(hydroxymethyl)piperidine-3,4,5-triol N(=[N+]=[N-])C1=CC(=C(C=C1)NCCN1CCN(CC1)CCN1[C@@H]([C@H]([C@@H]([C@H](C1)O)O)O)CO)[N+](=O)[O-]